N-[3-[2-(difluoromethoxy)-5-[[2-(2-hydroxyethyl)-3,4-dihydro-1H-isoquinolin-7-yl]oxy]phenyl]-1-methyl-pyrazol-4-yl]pyrazolo[1,5-a]pyrimidine-3-carboxamide FC(OC1=C(C=C(C=C1)OC1=CC=C2CCN(CC2=C1)CCO)C1=NN(C=C1NC(=O)C=1C=NN2C1N=CC=C2)C)F